ClC=1C=C(C=CC1Cl)NC=1C2=C(N=CN1)C=CC(=N2)OC2CN(C2)C(C=C)=O 1-(3-((4-((3,4-Dichlorophenyl)amino)pyrido[3,2-d]pyrimidin-6-yl)oxy)azetidin-1-yl)prop-2-en-1-one